2,6-Difluoro-3-(1-methyl-6-(9-oxa-6-azaspiro[4.5]decan-6-yl)-1H-pyrazolo[4,3-c]pyridin-3-yl)-5-(trifluoromethyl)phenol FC1=C(C(=C(C=C1C1=NN(C2=C1C=NC(=C2)N2C1(CCCC1)COCC2)C)C(F)(F)F)F)O